ClC1=NC=2N(C(=C1)N(C(OC(C)(C)C)=O)CC1=CC=C(C=C1)C1=NC=CC=C1C)N=CC2C(C)C tert-butyl (5-chloro-3-isopropylpyrazolo[1,5-a]pyrimidin-7-yl)(4-(3-methylpyridin-2-yl)benzyl)carbamate